P(O)(=O)(OP(=O)(O)OP(=O)(O)O)OC[C@@H]1[C@H](C[C@@](O1)(N1C(=O)NC(=O)C(C)=C1)C=CF)OC#N 3'-O-cyanofluorovinyl-thymidine triphosphate